C(#N)C1=NC(=NC=C1)N1CC(C(CC1)C(=O)OCC)=O ethyl 1-(4-cyanopyrimidin-2-yl)-3-oxo-piperidine-4-carboxylate